3-FORMYL-6-(TRIFLUOROMETHYL)-1H-INDOLE-5-CARBONITRILE C(=O)C1=CNC2=CC(=C(C=C12)C#N)C(F)(F)F